CC=1C(=C(C(=NC1C)NC1=CC=C(C=C1)C(F)(F)F)C1=NOC(N1)=O)OCCN1N=CN=C1 3-[5,6-dimethyl-4-[2-(1,2,4-triazol-1-yl)ethoxy]-2-[4-(trifluoromethyl)anilino]-3-pyridyl]-4H-1,2,4-oxadiazol-5-one